1-(Cyclohexyloxy)-4-(trifluoromethyl)benzene C1(CCCCC1)OC1=CC=C(C=C1)C(F)(F)F